N1(CCCC1)CCN 2-pyrrolidinoethylamine